NC1=C(C=C(C(=O)NC=2C(N(C=CC2)C2(CC2)C(=O)OC)=O)C=C1)Cl methyl 1-(3-(4-amino-3-chlorobenzamido)-2-oxopyridin-1(2H)-yl)cyclopropane-1-carboxylate